N-(methyl(oxo)(pyrazin-2-yl)-λ6-sulfaneylidene)-7-(5-(trifluoromethyl)-1,2,4-oxadiazol-3-yl)imidazo[1,2-a]pyridine-2-carboxamide CS(=NC(=O)C=1N=C2N(C=CC(=C2)C2=NOC(=N2)C(F)(F)F)C1)(C1=NC=CN=C1)=O